3-((3-chloro-4-(trifluoromethyl)benzyl)oxy)cyclobutanol ClC=1C=C(COC2CC(C2)O)C=CC1C(F)(F)F